O=C1N(C(C2=CC=CC=C12)=O)OCCNC(OC(C)(C)C)=O tert-butyl (2-((1,3-dioxoisoindolin-2-yl)oxy)ethyl)carbamate